4,5-dihydro-5-methyl-6-(2,3-di(2-pyridyl)-6-quinoxalinyl)-3(2H)pyridazinone CC1CC(NN=C1C=1C=C2N=C(C(=NC2=CC1)C1=NC=CC=C1)C1=NC=CC=C1)=O